1-(5-bromo-4-(4-fluoro-2,6-dimethylphenoxy)thiophen-2-yl)-2-methylpropan-2-ol BrC1=C(C=C(S1)CC(C)(O)C)OC1=C(C=C(C=C1C)F)C